2-bromobenzaldehyde-p-toluenesulfonylhydrazone CC1=CC=C(C=C1)S(=O)(=O)NN=CC1=C(C=CC=C1)Br